tert-butyl 5-methyl-7,8-dihydro-5H-1,6-naphthyridine-6-carboxylate CC1C=2C=CC=NC2CCN1C(=O)OC(C)(C)C